2-(4-Cyano-phenoxy)-N-(5,6-dimethoxy-benzothiazol-2-yl)-2-[4-(1H-tetrazol-5-yl)-phenyl]-acetamide C(#N)C1=CC=C(OC(C(=O)NC=2SC3=C(N2)C=C(C(=C3)OC)OC)C3=CC=C(C=C3)C3=NN=NN3)C=C1